C1=CC=CC=2C3=CC=CC=C3N(C12)C1=CC=C(C=C1)B(O)O 4-(carbazole-9-yl)phenylboronic acid